nickel (II) bis(trifluoromethanesulfonate) FC(S(=O)(=O)[O-])(F)F.FC(S(=O)(=O)[O-])(F)F.[Ni+2]